N=1C=CN2C1C=CC=C2N2N=CC(=C2C(F)(F)F)C(=O)NC2=CC(=NC=C2)C(F)(F)F 1-(imidazo[1,2-a]pyridin-5-yl)-5-(trifluoromethyl)-N-(2-(trifluoromethyl)pyridin-4-yl)-1H-pyrazole-4-carboxamide